2-[2-(methylsulfanyl)acetyl]-5-({2-[2-(methylsulfanyl)acetyl]-1,3-dioxo-2,3-dihydro-1H-inden-5-yl}sulfonyl)-2,3-dihydro-1H-indene-1,3-dione CSCC(=O)C1C(C2=CC=C(C=C2C1=O)S(=O)(=O)C=1C=C2C(C(C(C2=CC1)=O)C(CSC)=O)=O)=O